trans-4-((3-(1-cyclopropyl-1H-pyrazol-4-yl)phenyl)((trans-4-(4-methoxy-3-methylphenyl)cyclohexyl)methyl) carbamoyl)cyclohexyl 3-((methylsulfonyl)methyl)azetidine-1-carboxylate CS(=O)(=O)CC1CN(C1)C(=O)O[C@@H]1CC[C@H](CC1)C(N(C[C@@H]1CC[C@H](CC1)C1=CC(=C(C=C1)OC)C)C1=CC(=CC=C1)C=1C=NN(C1)C1CC1)=O